Phenyl-2-thienyliodonium hexafluorophosphat F[P-](F)(F)(F)(F)F.C1(=CC=CC=C1)[I+]C=1SC=CC1